ClC=1C=C(C=CC1Cl)NC(=O)N1[C@H]2CC3=C(C=NC(=C3)OC)[C@@H]1CC2 (6R,9S)-N-(3,4-dichlorophenyl)-3-methoxy-6,7,8,9-tetrahydro-5H-6,9-epiminocyclohepta-[c]pyridine-10-carboxamide